3-(1-Pyrrolidinylmethyl)-4-(5,6-dichloro-1-indancarbonyl)-tetrahydro-1,4-thiazine hydrochloride C1CCN(C1)C[C@@H]2CSCCN2C(=O)[C@H]3CCC4=CC(=C(C=C34)Cl)Cl.Cl